N1C(=NC2=C1C=CC=C2)C=2C=C(C(=O)N1CCC3(CCN(CC3)C(=O)C3=CC(=CC=C3)[N+](=O)[O-])CC1)C=CC2 (9-(3-(1H-benzo[d]imidazol-2-yl)benzoyl)-3,9-diazaspiro[5.5]undec-3-yl)(3-Nitrophenyl)methanone